COC(=O)C1=C(C=2N(N=C1)C(=C(N2)C(C)=O)C2=CC(=CC(=C2)Cl)Cl)C(C)C 2-acetyl-3-(3,5-dichlorophenyl)-8-isopropylimidazo[1,2-b]Pyridazine-7-carboxylic acid methyl ester